OC=1C=2C(N=C3N(C2C=CC1)C1=CC(=CC=C1C31CCCCC1)C1CCNCC1)=O 4'-hydroxy-10'-(piperidin-4-yl)-5'H-spiro[cyclohexane-1,7'-indolo[1,2-a]quinazolin]-5'-one